3-(7-(4-(3-((1r,4r)-4-(3-bromo-2-methylphenoxy)cyclohexyl)-2,2-difluoropropanoyl)piperazin-1-yl)-1-methyl-1H-indazol-3-yl)piperidine-2,6-dione BrC=1C(=C(OC2CCC(CC2)CC(C(=O)N2CCN(CC2)C=2C=CC=C3C(=NN(C23)C)C2C(NC(CC2)=O)=O)(F)F)C=CC1)C